N(C(=N)N)C1=NN=NN1CC1=CC=C(C=C1)C=C 5-guanidino-1-(4-vinylbenzyl)-1H-tetrazole